C(C1=CC=CC=C1)O[C@H](C)C1=NC2=C(C(=C(C=C2C(=C1C(=O)OCC)N[C@H]1[C@H]2CN([C@@H]1C2)C(=O)OC(C)(C)C)CCC#N)C2=C(C(=CC=C2)Cl)Cl)F tert-butyl (1R,4R,5S)-5-((2-((R)-1-(benzyloxy)ethyl)-6-(2-cyanoethyl)-7-(2,3-dichlorophenyl)-3-(ethoxycarbonyl)-8-fluoroquinolin-4-yl)amino)-2-azabicyclo[2.1.1]hexane-2-carboxylate